Tert-butyl 3-[(3aR,4R,6R,6aS)-6-{2-chloro-5-iodopyrrolo[2,3-d]pyrimidin-7-yl}-2,2-dimethyl-tetrahydro-3aH-cyclopenta[d][1,3]dioxol-4-yl]piperidine-1-carboxylate ClC=1N=CC2=C(N1)N(C=C2I)[C@@H]2C[C@@H]([C@@H]1[C@H]2OC(O1)(C)C)C1CN(CCC1)C(=O)OC(C)(C)C